C(C)OC(=O)C1=CC(=C2C(=N1)C1CCC(C2)O1)C1=NC=C(C=C1F)F racemic-4-(3,5-difluoropyridin-2-yl)-6,7,8,9-tetrahydro-5H-6,9-epoxycyclohepta[b]Pyridine-2-carboxylic acid ethyl ester